ethyl 4-ethoxy-2-[3-(1,3,5-trimethylpyrazol-4-yl)pyrazolo[1,5-a]pyridin-5-yl]thiazole-5-carboxylate C(C)OC=1N=C(SC1C(=O)OCC)C1=CC=2N(C=C1)N=CC2C=2C(=NN(C2C)C)C